CS(=O)(=O)C1=NC2=CC=CC=C2C=C1NC(C)=O N-(2-methanesulfonylquinolin-3-yl)acetamide